10-(isopropoxycarbonyl)-6-isopropyl-9-(3-methoxypropoxy)-2-oxo-6,7-dihydro-2H-pyrido[2,1-a]isoquinoline-3-carboxylic acid C(C)(C)OC(=O)C1=C(C=C2CC(N3C(C2=C1)=CC(C(=C3)C(=O)O)=O)C(C)C)OCCCOC